N-((S)-(7-((R*)-Cyclopropyl(4,4,4-trifluorobutanamido)methyl)imidazo[1,2-a]pyrimidin-2-yl)(4,4-difluorocyclohexyl)methyl)-1-(3,3,3-trifluoropropyl)-1H-pyrazole-3-carboxamide C1(CC1)[C@H](C1=NC=2N(C=C1)C=C(N2)[C@@H](NC(=O)C2=NN(C=C2)CCC(F)(F)F)C2CCC(CC2)(F)F)NC(CCC(F)(F)F)=O |o1:3|